perfluoro-n-octanesulfonate FC(C(C(C(C(C(C(C(F)(F)F)(F)F)(F)F)(F)F)(F)F)(F)F)(F)F)(S(=O)(=O)[O-])F